C(C)OC1=CC=NC2=C(C=CC=C12)S(=O)(=O)NC1=C(C=CC=C1)C#CC=1C=CC(=NC1)C(=O)O 5-{2-[2-(4-ethoxyquinoline-8-sulfonamido)phenyl]ethynyl}pyridine-2-carboxylic acid